3-amino-4-methoxycarbonyl-thiophene hydrochloride Cl.NC1=CSC=C1C(=O)OC